7-cyclopentyl-2-{5-[4-(3-cyclopentyl-propionyl)-piperazin-1-yl]-pyridin-2-ylamino}7H-pyrrolo[2,3-d]pyrimidine-6-carboxylic acid C1(CCCC1)N1C(=CC2=C1N=C(N=C2)NC2=NC=C(C=C2)N2CCN(CC2)C(CCC2CCCC2)=O)C(=O)O